zinc bis(ethylacetylacetone) C(C)C(C(C)=O)C(C)=O.C(C)C(C(C)=O)C(C)=O.[Zn]